CCCOCCOCCOCCC 4,7,10-trioxatridecane